2-(N-ethylmethylamino)-2,4,6,8,10-pentamethylcyclopentasiloxane C(C)N([Si]1(O[SiH](O[SiH](O[SiH](O[SiH](O1)C)C)C)C)C)C